The molecule is a cobalt coordination entity that is methane in which one of the hydrogens is replaced by cobalt(2+) It is a cobalt coordination entity and an organic cation. [CH3-].[Co+3]